(3S)-3-((7-cyano-2-(2-(2-propenoyl)-2,6-diazaspiro[3.4]octan-6-yl)-4-quinazolinyl)amino)-N,5-dimethylhexanamide C(#N)C1=CC=C2C(=NC(=NC2=C1)N1CC2(CN(C2)C(C=C)=O)CC1)N[C@H](CC(=O)NC)CC(C)C